CN(C=1N=C2C(=NC1)N(C(=C(C2=O)N2[C@H]1CC[C@@H]1N(CC2)C(=O)C2=NC=NC(=C2O)C)CC)CC(=O)O)C 2-(2-(dimethylamino)-6-ethyl-7-((1S,6S)-5-(5-hydroxy-6-methylpyrimidine-4-carbonyl)-2,5-diazabicyclo[4.2.0]octan-2-yl)-8-oxopyrido[2,3-b]pyrazin-5(8H)-yl)acetic acid